N-(6-methoxy-2-methyl-2H-benzo[d][1,2,3]triazol-5-yl)-4-(4,7-diazaspiro[2.5]octan-7-yl)-2,3-dihydro-1H-pyrrolo[2,3-b]pyridine-1-carboxamide hydrochloride Cl.COC=1C(=CC=2C(=NN(N2)C)C1)NC(=O)N1CCC=2C1=NC=CC2N2CCNC1(CC1)C2